C(C1=CC=CC=C1)C(C(=O)P(=O)N1CCOCC1)(CC)N(C)C 2-benzyl-2-dimethylamino-1-(4-morpholinylphosphinyl)-butan-1-one